N1=C(C=CC=C1)C1=CC=C(C=C1)C=1N=NNC1C(=O)O 4-(4-(pyridin-2-yl)phenyl)-1H-1,2,3-triazole-5-carboxylic acid